C1(CC1)OC1=C(C=C(C(=O)NC[C@](C(F)(F)F)(O)C=2C=C3C(=C(N2)C2=CC=C(C=C2)F)OC[C@]3(C)N3N=NC(=C3)C3CC3)C=C1)OC 4-cyclopropoxy-N-((S)-2-((R)-3-(4-cyclopropyl-1H-1,2,3-triazol-1-yl)-7-(4-fluorophenyl)-3-methyl-2,3-dihydrofuro[2,3-c]pyridin-5-yl)-3,3,3-trifluoro-2-hydroxypropyl)-3-methoxybenzamide